4-(1-((3-fluorophenyl)sulfonyl)cyclobutyl)-N-(pyridazin-4-yl)piperidine-1-carboxamide FC=1C=C(C=CC1)S(=O)(=O)C1(CCC1)C1CCN(CC1)C(=O)NC1=CN=NC=C1